CC1=NOC(=C1C1=CC=C2C=3N([C@H](COC31)C3=NC=CC=C3)C(=N2)N2C[C@@H](CC2)NC(=O)C2CCOCC2)C N-{(3R)-1-[(4S)-7-(3,5-dimethylisoxazol-4-yl)-4-pyridin-2-yl-4,5-dihydroimidazo[1,5,4-de][1,4]benzoxazin-2-yl]pyrrolidin-3-yl}tetrahydro-2H-pyran-4-carboxamide